(tris[2-(dimethylamino)ethyl])Amine CN(CCN(CCN(C)C)CCN(C)C)C